4-Chloropyrido[3,4-d]pyridazin-1(2H)-one ClC1=NNC(C2=C1C=NC=C2)=O